9-(4-Iodobutyl)-3,6-dibromo-9H-carbazole ICCCCN1C2=CC=C(C=C2C=2C=C(C=CC12)Br)Br